C(N)(=O)C1=CC=2N(C=C1)C(=CN2)C(=O)NC=2C=C(C=C(C2C)F)C2=NOC(=N2)C2CN(C2)C(=O)OC methyl 3-(3-(3-(7-carbamoylimidazo[1,2-a]pyridine-3-carboxamido)-5-fluoro-4-methylphenyl)-1,2,4-oxadiazol-5-yl)azetidine-1-carboxylate